2-((3-(2-(2-aminoethoxy)ethoxy)propyl)amino)-N-(4,5-dimethylthiazol-2-yl)benzamide NCCOCCOCCCNC1=C(C(=O)NC=2SC(=C(N2)C)C)C=CC=C1